C[Si](C=1C=NC=C(C1CC#N)[Si](C)(C)C)(C)C 3,5-bis(trimethylsilyl)pyridine-4-acetonitrile